O1C(CCC1)C1=C(CCSCC)C=CC=C1 S-(2-(tetrahydrofuran-2-yl)phenethyl)ethanethiol